4-(benzylthio)-N-(3-(N-(tert-butyl)sulfamoyl)phenyl)-2-(6-azaspiro[2.5]octan-6-yl)benzamide C(C1=CC=CC=C1)SC1=CC(=C(C(=O)NC2=CC(=CC=C2)S(NC(C)(C)C)(=O)=O)C=C1)N1CCC2(CC2)CC1